1-[(1S,2R)-2-amino-3,3-difluorocyclohexyl]-N-[(1-fluorocyclopropyl)methyl]-N-methylpiperidin-4-amine N[C@@H]1[C@H](CCCC1(F)F)N1CCC(CC1)N(C)CC1(CC1)F